tert-butyl 4-(2-aminopyridin-4-yl)-1,4-diazepane-1-carboxylate NC1=NC=CC(=C1)N1CCN(CCC1)C(=O)OC(C)(C)C